1-(4-chlorophenyl)-3-[(4S)-3-(4-chlorophenyl)-4-phenyl-4,5-dihydro-1H-pyrazol-1-yl]-4-methyl-4,5-dihydro-1H-1,2,4-triazol-5-one ClC1=CC=C(C=C1)N1N=C(N(C1=O)C)N1N=C([C@H](C1)C1=CC=CC=C1)C1=CC=C(C=C1)Cl